Para-menthane hydroperoxide [O-]O.C1(CCC(CC1)C(C)C)C